(S)-3-(1-((9H-Purin-6-yl)amino)ethyl)-8-chloro-2-phenylisoquinolin-1(2H)-one N1=CN=C2NC=NC2=C1N[C@@H](C)C=1N(C(C2=C(C=CC=C2C1)Cl)=O)C1=CC=CC=C1